FC(C=1C(=C(C=CC1)[C@@H](C)NC=1C2=C(N=C(N1)C)N=C(C(=C2)OC)N(C)C)F)F (R)-N4-(1-(3-(difluoromethyl)-2-fluorophenyl)ethyl)-6-methoxy-N7,N7,2-trimethylpyrido[2,3-d]pyrimidine-4,7-diamine